NC1=NC(=C(C(=N1)C(C(=O)NN)C1=C(C=CC=C1F)F)Br)C1=CC=C(C=C1)F (2-amino-5-bromo-6-(4-fluorophenyl)pyrimidin-4-yl)-2-(2,6-difluorophenyl)acetohydrazide